C1(CC1)C1=NC(=NO1)N1C(CN(CC1)CC1=C(C(=C(C=C1)F)N1C(=NC(=C1C)C1(CC1)C(F)(F)F)C1CC1)C)(C)C 5-cyclopropyl-3-(4-(3-(2-cyclopropyl-5-methyl-4-(1-(trifluoromethyl)cyclopropyl)-1H-imidazol-1-yl)-4-fluoro-2-methylbenzyl)-2,2-dimethylpiperazin-1-yl)-1,2,4-oxadiazole